FC1(CCN(CC1)C1=C(C=CC(=N1)NC(C1=C(C=C(C=C1)I)N1CCC2(CC2)CC1)=O)S(=O)(=O)C)F N-(6-(4,4-difluoropiperidin-1-yl)-5-(methylsulfonyl)pyridin-2-yl)-4-iodo-2-(6-azaspiro[2.5]oct-6-yl)benzamide